1-(3-(5-methoxy-2-morpholino-6-(pyridin-3-ylamino)pyrimidin-4-yl)phenyl)pyrrolidin-3-ol COC=1C(=NC(=NC1NC=1C=NC=CC1)N1CCOCC1)C=1C=C(C=CC1)N1CC(CC1)O